C1C2=C[C@H]3CCCN3[C@@H]21 (1Ar,5Ar,6Ar)-hexahydrocyclopropa[b]pyrrolizin